C(#N)C1CN(C1)S(=O)(=O)N1C[C@H](CC(C1)(F)F)C(=O)N1[C@H](CCC1)C(=O)NCC1=CC=C(C=C1)C(F)(F)F 1-(((3S)-1-((3-cyano-1-azetidinyl)sulfonyl)-5,5-difluoro-3-piperidinyl)carbonyl)-N-(4-(trifluoromethyl)benzyl)-D-prolinamide